FC1(OC2=C(O1)C=CC=C2C(=O)N2CC=1C(CC2)=C(N(N1)C)C1=CC=CC=C1)F (2,2-difluorobenzo[d][1,3]dioxol-4-yl)(2-methyl-3-phenyl-2,4,5,7-tetrahydro-6H-pyrazolo[3,4-c]pyridin-6-yl)methanone